N1=CC(=CC=C1)C=1SC2=C(N1)C=CC(=C2)C(=O)N[C@H]2CCCC1=CC=CC=C21 (S)-2-(pyridin-3-yl)-N-(1,2,3,4-tetrahydro-naphthalen-1-yl)-benzo[d]thiazole-6-carboxamide